CC1(C2CC[C@@H](C1C2)CN2C([C@@H]1N(CCNC1)CC2)=O)C (9aR)-8-(((2S)-6,6-Dimethylbicyclo[3.1.1]heptan-2-yl)methyl)-9-oxooctahydro-2H-pyrazino[1,2-a]pyrazin